tetracosyl myristate C(CCCCCCCCCCCCC)(=O)OCCCCCCCCCCCCCCCCCCCCCCCC